2,6-Dibromoisonicotinic acid BrC=1C=C(C(=O)O)C=C(N1)Br